C(C1=CC=CC=C1)(C1=CC=CC=C1)(C1=CC=CC=C1)N1C=NC(=C1)B(O)O (1-trityl-1H-imidazol-4-yl)boronic acid